BrCCN1C(OC2=C1C=CC=C2)=O N-(2-bromoethyl)benzoxazolone